2-methyl-N-[(1R)-1-(1-naphthyl)ethyl]-5-piperazin-1-yl-benzamide CC1=C(C(=O)N[C@H](C)C2=CC=CC3=CC=CC=C23)C=C(C=C1)N1CCNCC1